FC1=C(OC2=CC3=C(N=C(N=C3)NCC3=COC=C3)N(C2=O)C)C=CC=C1 6-(2-fluorophenoxy)-2-[(3-furylmethyl)amino]-8-methylpyrido[2,3-d]pyrimidin-7(8H)-one